7-bromo-4-chloro-6-fluoro-1-(2-isopropylphenyl)quinolin-2(1H)-one BrC1=C(C=C2C(=CC(N(C2=C1)C1=C(C=CC=C1)C(C)C)=O)Cl)F